2-[4-[6-[(4-Cyano-2-fluoro-phenyl)methoxy]-2-pyridinyl]-2,6-difluoro-phenyl]acetic acid methyl ester COC(CC1=C(C=C(C=C1F)C1=NC(=CC=C1)OCC1=C(C=C(C=C1)C#N)F)F)=O